FC1=CC=C(C=C1)[C@@H]1N(CCC2=CC=CC=C12)C(=O)[C@H]1OCC(C1)(C[N+](=O)[O-])O ((S)-1-(4-fluorophenyl)-3,4-dihydroisoquinolin-2(1H)-yl)((2S)-4-hydroxy-4-(nitromethyl)tetrahydrofuran-2-yl)methanone